5-(pyridin-4-yl)-7-tosyl-7H-pyrrolo[2,3-d]pyrimidine N1=CC=C(C=C1)C1=CN(C=2N=CN=CC21)S(=O)(=O)C2=CC=C(C)C=C2